(S)-6-methyl-7-((3,4,5-trifluorophenyl)carbamoyl)-5,6,7,8-tetrahydroimidazo[1,5-a]pyrazine-1-carboxylic acid methyl ester COC(=O)C=1N=CN2C1CN([C@H](C2)C)C(NC2=CC(=C(C(=C2)F)F)F)=O